(R or S)-phenylsuccinic acid C1(=CC=CC=C1)[C@H](C(=O)O)CC(=O)O |o1:6|